ClC1=C2C(=CC=NC2=CC(=N1)Cl)C(F)(F)F 5,7-dichloro-4-(trifluoromethyl)-1,6-naphthyridine